N-(6-(7-ethoxy-5-ethyl-6-fluoro-1H-indazol-4-yl)imidazo[1,2-a]pyrazin-2-yl)-2-fluorocyclopropane-1-carboxamide C(C)OC=1C(=C(C(=C2C=NNC12)C=1N=CC=2N(C1)C=C(N2)NC(=O)C2C(C2)F)CC)F